Tert-butyl N-methyl-N-[2-[[[3-methyl-2-oxo-1-(2-trimethylsilylethoxymethyl)benzimidazol-4-yl]amino]methyl]spiro[3.5]nonan-7-yl]carbamate CN(C(OC(C)(C)C)=O)C1CCC2(CC(C2)CNC2=CC=CC=3N(C(N(C32)C)=O)COCC[Si](C)(C)C)CC1